t-butyl-(allyloxy)dimethylsilane C(C)(C)(C)[Si](C)(C)OCC=C